tert-butyl 8-[4-[(9S)-4,5,9,13-tetramethyl-3-thia-1,8,11,12-tetrazatricyclo[8.3.0.02,6]trideca-2(6),4,7,10,12-pentaen-7-yl]phenyl]-2-azaspiro[4.5]decane-2-carboxylate CC=1SC=2N3C(=NN=C3[C@@H](N=C(C2C1C)C1=CC=C(C=C1)C1CCC2(CCN(C2)C(=O)OC(C)(C)C)CC1)C)C